C(C)(C)N1C(=NC(=C1)C(F)(F)F)C1=CC=C(CNC2=NC(=NN3C2=NC=C3)C=3C(=NC=NC3)C3CCOCC3)C=C1 N-(4-(1-isopropyl-4-(trifluoromethyl)-1H-imidazol-2-yl)benzyl)-2-(4-(tetrahydro-2H-pyran-4-yl)pyrimidin-5-yl)imidazo[2,1-f][1,2,4]triazin-4-amine